FC(C1=CC=C(C=C1)C#CC1CCN(CC1)C(C=C)=O)(F)F 1-(4-((4-(trifluoromethyl)phenyl)ethynyl)piperidin-1-yl)prop-2-en-1-one